C1(CC1)C=1C=CC=2N(C1)C=C(N2)CN2N=NC(=C2)C(=O)NCC2=C(C(=CC=C2F)OC)F 1-((6-cyclopropylimidazo[1,2-a]pyridin-2-yl)methyl)-N-(2,6-difluoro-3-methoxybenzyl)-1H-1,2,3-triazole-4-carboxamide